N-(1'-(2-(2-methoxy-2-methylpropyloxy)-6-methylpyrimidin-4-yl)-1',2'-dihydrospiro[cyclopropane-1,3'-pyrrolo[3,2-c]pyridin]-6'-yl)acetamide COC(COC1=NC(=CC(=N1)N1CC2(C=3C=NC(=CC31)NC(C)=O)CC2)C)(C)C